3-(3-quinolinyl)thiourea N1=CC(=CC2=CC=CC=C12)NC(N)=S